[Si](C1=CC=CC=C1)(C1=CC=CC=C1)(C(C)(C)C)OCC(CN1[C@@H](C=2NC3=CC=CC=C3C2C[C@H]1C)C1=CN=C(S1)C[C@H]1CN(CC1)CCCF)(F)F 5-((1S,3R)-2-(3-((tert-Butyldiphenylsilyl)oxy)-2,2-difluoropropyl)-3-methyl-2,3,4,9-tetrahydro-1H-pyrido[3,4-b]indol-1-yl)-2-(((S)-1-(3-fluoropropyl)pyrrolidin-3-yl)methyl)thiazole